(4-(6-methyl-2-(5-methylfuran-2-yl)quinoline-4-carbonyl)piperazin-1-yl)acetamide CC=1C=C2C(=CC(=NC2=CC1)C=1OC(=CC1)C)C(=O)N1CCN(CC1)CC(=O)N